C12N(CCC2C1)C1=NC=C(C=N1)CN1N=CC(=C1)NC(=O)C1=NC(=CN=C1)C1=C(C(=CC=C1C(F)F)Cl)F N-(1-((2-(2-Azabicyclo[3.1.0]hexan-2-yl)pyrimidin-5-yl)methyl)-1H-pyrazol-4-yl)-6-(3-chloro-6-(difluoromethyl)-2-fluorophenyl)pyrazine-2-carboxamide